O[C@H](CCCC(C(=O)[O-])(C)C)[C@@H](C1=CC=CC=C1)O (3R,4R)-3,4-dihydroxy-4-phenylbutylpivalate